CN(CCOC(C(=C)C)=O)C.C(C(=C)C)(=O)OC methyl methacrylate (2-dimethylaminoethyl)methacrylate